N1CC(C1)NC(=O)C1=CC=2N=C(N=C(C2N1)N1CCOCC1)N/N=C/C=1C=C(C=CC1)C N-(azetidin-3-yl)-4-morpholino-2-[(2E)-2-(m-tolylmethylene)hydrazino]-5H-pyrrolo[3,2-d]pyrimidine-6-carboxamide